(5-bromopyridin-3-yl)boronic acid BrC=1C=C(C=NC1)B(O)O